4,6-dichloro-2-methylthiopyrimidine-5-carbaldehyde ClC1=NC(=NC(=C1C=S)Cl)C